FC=1C=NC(=NC1C)C 5-fluoro-2,6-dimethylpyrimidin